3-[(2,3-dihydrothieno[3,4-b]-[1,4]dioxin-2-yl)methoxy]-1-methyl-1-propanesulfonic acid potassium salt [K+].O1C=2C(OCC1COCCC(S(=O)(=O)[O-])C)=CSC2